3-(2-(pyridin-4-yl)phenyl)-5-methyl-pyrazol-4-ol N1=CC=C(C=C1)C1=C(C=CC=C1)C1=NNC(=C1O)C